bromoundecyl-ferrocene BrCCCCCCCCCCC[C-]1C=CC=C1.[CH-]1C=CC=C1.[Fe+2]